2-(1-(7-methoxyquinolin-4-yl)piperidin-4-yl)propan-1-amine COC1=CC=C2C(=CC=NC2=C1)N1CCC(CC1)C(CN)C